BrC1=C(C2=CC(N=C2C=C1)C)Cl 5-bromo-4-chloro-2-methyl-2H-indole